3-(2-fluorophenyl)-2-[(5-methoxy-1-benzofuran-2-carbonyl)amino]propionic acid FC1=C(C=CC=C1)CC(C(=O)O)NC(=O)C=1OC2=C(C1)C=C(C=C2)OC